CON(C(=O)[C@@H]1N(CC1)C)C (R)-N-methoxy-N,1-dimethylazetidine-2-carboxamide